2-((1-methyl-1H-pyrazol-3-yl)methyl)-6-((2-methyl-2,3-dihydrobenzofuran-5-yl)sulfonyl)phthalazin-1(2H)-one CN1N=C(C=C1)CN1C(C2=CC=C(C=C2C=N1)S(=O)(=O)C=1C=CC2=C(CC(O2)C)C1)=O